Fmocvaline C(=O)(OCC1C2=CC=CC=C2C2=CC=CC=C12)N[C@@H](C(C)C)C(=O)O